1,1-dimethylethylamine hydrochloride Cl.CC(C)(C)N